N[C@@H](C)C(=O)NCCCNCCCCNCCCN alanylspermine